FC=1C=C(CN2C=CC3=CC(=CC=C23)C=2C=C(C(=O)NCCCO)C=CC2)C=CC1 3-(1-(3-fluorobenzyl)-1H-indol-5-yl)-N-(3-hydroxypropyl)benzamide